(R)-(1-methylpyrrolidin-2-yl)methylamine dihydrochloride Cl.Cl.CN1[C@H](CCC1)CN